N-(4-((4-(1,1-difluoroethyl)pyrimidin-2-yl)amino)-5-(2-methoxyethoxy)pyridin-2-yl)acetamide FC(C)(F)C1=NC(=NC=C1)NC1=CC(=NC=C1OCCOC)NC(C)=O